3-(7-(2-(cyclohexylamino)-2-oxoethoxy)naphthalen-2-yl)-3-(6-methylbenzo[d][1,3]dioxol-5-yl)propanoic acid C1(CCCCC1)NC(COC1=CC=C2C=CC(=CC2=C1)C(CC(=O)O)C1=CC2=C(OCO2)C=C1C)=O